picolinoyl chloride hydrochloride Cl.N1=C(C=CC=C1)C(=O)Cl